O1[C@H](COCC1)CN1N=C2C3=C(CC4(C2=C1)CCC4)OC(=C3C(F)(F)F)C(=O)NC[C@H]3OCCC3 2'-[(2S)-1,4-dioxan-2-ylmethyl]-N-[(2S)-tetrahydrofuran-2-ylmethyl]-8'-(trifluoromethyl)-2',5'-dihydrospiro[cyclobutane-1,4'-furo[2,3-g]indazole]-7'-carboxamide